1,3,7-heptanetriol C(CC(CCCCO)O)O